Cl.ClC=1C=NC(=NC1)N1CCN(CC1)CCNC 2-(4-(5-chloropyrimidin-2-yl)piperazin-1-yl)-N-methylethane-1-amine hydrochloride